C(C)N(C1=CC=CC=C1)CCNS(=O)(=O)C ethyl-N-β-methanesulfonamidoethylaniline